diazathiole N1=NSC=C1